CC(CCCCCCCCCCCCC)C1=CNC(O1)=O 5-(pentadecan-2-yl)oxazol-2(3H)-one